The molecule is an amino acid zwitterion arising from transfer of two protons from the carboxy to the amino groups of L-selenocystathionine; major species at pH 7.3. It is a tautomer of a L-selenocystathionine. C(C[Se]C[C@@H](C(=O)[O-])[NH3+])[C@@H](C(=O)[O-])[NH3+]